alpha-glucose pentabutyrate C(CCC)(=O)O[C@@H]1[C@H](OC(CCC)=O)[C@@H](OC(CCC)=O)[C@H](OC(CCC)=O)[C@H](O1)COC(CCC)=O